4-(1-(tert-butoxy-carbonyl)piperidin-4-yl)benzoic acid C(C)(C)(C)OC(=O)N1CCC(CC1)C1=CC=C(C(=O)O)C=C1